FC=1C=CC2=C(NC(=NS2(=O)=O)NCC2=NC=CC=N2)C1[C@H](C)C1=C(C=CC=C1)F (R)-6-fluoro-5-(1-(2-fluorophenyl)ethyl)-3-((pyrimidin-2-ylmethyl)amino)-4H-benzo[e][1,2,4]thiadiazine 1,1-dioxide